FC(CCCCC1=NC=2NCCCC2C=C1)[C@H]1CN(CC1)CC(=O)O 2-((3R)-3-(1-fluoro-5-(5,6,7,8-tetrahydro-1,8-naphthyridin-2-yl)pentyl)pyrrolidin-1-yl)acetic acid